2-fluoro-4-iodo-3-(((2S,4S)-4-(methoxymethyl)pyrrolidin-2-yl)-methoxy)pyridine dihydrochloride Cl.Cl.FC1=NC=CC(=C1OC[C@H]1NC[C@H](C1)COC)I